C(CCCCC)N(CCCCCCOC(C(CCCCCCCC)CCCCCC)=O)C(CCCCCCCN(CCCCCC(N(CCCCCC(OCC(CCCCCCCC)CCCCCC)=O)CCCCCC)=O)C)=O.C(C)(C)O[Si](CCCCCCCCCC)(OC(C)C)OC(C)C triisopropoxy(decyl)silane 7,23,32-TRIHEXYL-16-METHYL-8,22,29-TRIOXO-30-OXA-7,16,23-TRIAZATETRACONTYL-2-HEXYLDECANOATE